O=C1C(CC(CC1)=O)C(=O)O 2,5-dioxocyclohexanecarboxylic acid